COC1=C(C(N)=C(C=C1)C)C 3-methoxy-2,6-xylidine